(1-(3-bromophenyl)-3,3-difluorocyclobutyl)methylamine BrC=1C=C(C=CC1)C1(CC(C1)(F)F)CN